1,3,6-triazin N1=CN=CC=N1